2-amino-5-bromo-3,N-dimethylbenzamide bromate Br(=O)(=O)O.NC1=C(C(=O)NC)C=C(C=C1C)Br